2-Ethylsulfanyl-N-[(3-fluorophenyl)-methyl]-6-[(2S)-2-(methoxymethyl)-morpholin-4-yl]-4-methyl-pyridine-3-carboxylic acid amide C(C)SC1=NC(=CC(=C1C(=O)NCC1=CC(=CC=C1)F)C)N1C[C@H](OCC1)COC